Ethyl 2-(trans-4-(((trans-4-(3-cyano-4-methoxyphenyl)cyclohexyl)methyl)(4-(1-isopropyl-1H-pyrazol-4-yl)pyridin-2-yl)carbamoyl)cyclohexyl)acetate C(#N)C=1C=C(C=CC1OC)[C@@H]1CC[C@H](CC1)CN(C(=O)[C@@H]1CC[C@H](CC1)CC(=O)OCC)C1=NC=CC(=C1)C=1C=NN(C1)C(C)C